5-ethyl-6-fluoro-1-(tetrahydro-2H-pyran-2-yl)-1H-benzo[f]indazol-4-yl trifluoromethanesulfonate FC(S(=O)(=O)OC1=C2C=NN(C2=CC2=C1C(=C(C=C2)F)CC)C2OCCCC2)(F)F